CN(C1CN(CCC1)C)CC1=CC=C(C=C1)B(O)O (4-([METHYL(1-METHYLPIPERIDIN-3-YL)AMINO]METHYL)PHENYL)BORANEDIOL